4,4'-(1-Phenylethyliden)bis[Phenol] C1(=CC=CC=C1)C(C)(C1=CC=C(C=C1)O)C1=CC=C(C=C1)O